C(#N)C1=C(C=C(OCC2(CN(C2)S(=O)(=O)C2=C(C=C(C=C2)Cl)Cl)NC(OCC2=CC=CC=C2)=O)C=C1)F benzyl (3-((4-cyano-3-fluorophenoxy)methyl)-1-((2,4-dichlorophenyl)sulfonyl)azetidin-3-yl)carbamate